COC(=O)C1=C[C@H](CC1)NC(=O)[C@]1(CC(=NO1)C1=CC(=CC(=C1)F)F)C.C1(=CC=CC2=C1C1=C3C=CC=CC3=CC=C1C=1C=CC=CC21)C2=C(C=CC=C2)C2=C(C=CC1=CC=CC=C21)C2=CC=CC=C2 benzochrysenyl-(phenylnaphthalenyl)benzene methyl-(3S)-3-[[[(5R)-3-(3,5-difluorophenyl)-5-methyl-4H-1,2-oxazol-5-yl]carbonyl]amino]cyclopentene-1-carboxylate